5-(6-methoxypyridin-3-yl)-7-[1-(1-phenyl-1H-1,2,3-triazol-4-yl)propyl]-7H-pyrrolo[2,3-d]pyrimidin-4-amine COC1=CC=C(C=N1)C1=CN(C=2N=CN=C(C21)N)C(CC)C=2N=NN(C2)C2=CC=CC=C2